e-4-methoxytrimethyl-L-lysine COC(C[C@](N(C)C)(C(=O)O)C)CCN